ClC1=C(C(=CC=C1)CC)C1=C(C(=NC(=N1)NC1=CC(=C(C=C1)C1CCN(CC1)C)C)OC)C(=O)N (2-chloro-6-ethylphenyl)-4-methoxy-2-((3-methyl-4-(1-methylpiperidin-4-yl)phenyl)amino)pyrimidine-5-carboxamide